IC=1C=C(CNC2=C3N=CN(C3=NC=N2)[C@H]2[C@@H]([C@@H]([C@H](O2)C(=O)NOC)O)O)C=CC1 (2S,3S,4R,5R)-5-(6-(3-iodobenzylamino)-9H-purin-9-yl)-3,4-dihydroxy-N-methoxy-tetrahydrofuran-2-formamide